C(CCCCCCCCCCCCCCCCCCCCC)NCC(C)N N-Behenylpropylendiamin